2,6-dimethyl-pyridinium CC1=[NH+]C(=CC=C1)C